2-(4,4-difluoroazepan-1-yl)-4-methyl-N-(3-(S-methylsulfonimidoyl)phenyl)nicotinamide FC1(CCN(CCC1)C1=C(C(=O)NC2=CC(=CC=C2)S(=O)(=N)C)C(=CC=N1)C)F